1-[2,4-dimethyl-5-(3-methyl-2-oxo-imidazolidin-1-yl)phenyl]-3-[(1S)-1-(2-pyrimidin-2-yl-1,2,4-triazol-3-yl)ethyl]urea CC1=C(C=C(C(=C1)C)N1C(N(CC1)C)=O)NC(=O)N[C@@H](C)C=1N(N=CN1)C1=NC=CC=N1